4-(2-(2,2,2-trifluoroethoxy)pyridin-4-yl)tetrahydro-2H-pyran-4-amine trifluoroacetate salt FC(C(=O)O)(F)F.FC(COC1=NC=CC(=C1)C1(CCOCC1)N)(F)F